CC=1C=C(C=CC1OC1=CC2=C(N(C=N2)C)C=C1)NC1=C(C=NC=2N1N=CC2)C=2OC=C(N2)C(=O)OC methyl 2-(7-((3-methyl-4-((1-methyl-1H-benzimidazol-5-yl)oxy)phenyl)amino)pyrazolo[1,5-a]pyrimidin-6-yl)oxazole-4-carboxylate